C(CCCC)[C@@H]1CC[C@H](CC1)C1=C(C=C(C=C1F)B(O)O)F 4-(trans-4'-pentylcyclohexyl)-3,5-difluorophenylboronic acid